C(C)C(CC)(CC(CCC)CC)O 3,5-diethyl-octan-3-ol